NC1C(N(CC1)C1=NC(=C(C2=C1C(N1[C@@H](CO2)CN(CC1)C(=O)OC(C)(C)C)=O)Cl)Cl)(C)C tert-butyl (6aR)-1-(3-amino-2,2-dimethylpyrrolidin-1-yl)-3,4-dichloro-12-oxo-6a,7,9,10-tetrahydro-12H-pyrazino[2,1-c]pyrido[3,4-f][1,4]oxazepine-8(6H)-carboxylate